FC=1C(=NC=C(C1)F)C1=CC=C2C(=CN(C2=C1)CC(C)(C)C)[C@@H](C(F)F)NS(=O)(=O)C1CC1 (S)-N-(1-(6-(3,5-difluoropyridin-2-yl)-1-neopentyl-1H-indol-3-yl)-2,2-difluoroethyl)cyclopropanesulfonamide